7-phenyl-2-[[(2R)-tetrahydrofuran-2-yl]methyl]-[1,2,4]triazolo[4,3-c]pyrimidin-3-one C1(=CC=CC=C1)C1=CC=2N(C=N1)C(N(N2)C[C@@H]2OCCC2)=O